C=O methaneOn